C(C)(C)(C)OC(=O)N1[C@@H](CC2=CC=CC=C12)CO (2S)-2-(hydroxymethyl)indoline-1-carboxylic acid tert-butyl ester